CC(=O)[O-].C1CC2=NCCC[NH+]2C1 1,5-diazabicyclo[4.3.0]non-5-enium acetate